Tert-butyl (5-fluoro-2-nitro-4-(trifluoromethyl)phenyl)carbamate FC=1C(=CC(=C(C1)NC(OC(C)(C)C)=O)[N+](=O)[O-])C(F)(F)F